(5-(3,5-difluorophenyl)-4,5-dihydro-1H-pyrazol-1-yl)(1-(4-(2-fluoro-5-(3-hydroxy-3-methylbutoxy)phenyl)pyridin-2-yl)piperidin-4-yl)methanone FC=1C=C(C=C(C1)F)C1CC=NN1C(=O)C1CCN(CC1)C1=NC=CC(=C1)C1=C(C=CC(=C1)OCCC(C)(C)O)F